2-(2-(p-toluenesulfonyl)propyl)isoindoline-1,3-dione CC1=CC=C(C=C1)S(=O)(=O)C(CN1C(C2=CC=CC=C2C1=O)=O)C